ClC1=C(C=C2C=C(C(NC2=C1)=O)C=1C=C(C=CC1)CC(=O)O)C1=CC=C(C=C1)C1=CC(=C(C=C1)C(=O)OC)F 2-(3-(7-chloro-6-(3'-fluoro-4'-(methoxycarbonyl)-[1,1'-biphenyl]-4-yl)-2-oxo-1,2-dihydroquinolin-3-yl)phenyl)acetic acid